2-phenoxy-N-hydroxy-4-((3-(quinolin-8-yl)ureido)methyl)benzamide O(C1=CC=CC=C1)C1=C(C(=O)NO)C=CC(=C1)CNC(=O)NC=1C=CC=C2C=CC=NC12